3-amino-2,6-dichloro-4-((3-methoxybenzyl)carbamoyl)benzoic acid NC=1C(=C(C(=O)O)C(=CC1C(NCC1=CC(=CC=C1)OC)=O)Cl)Cl